NC1=NC2=C(C=3N1N=C(N3)C=3OC=CC3)SC(N2CCN2CCN(CC2)C2=C(C=C(C(=O)NCCNCCO)C=C2)F)=O 4-(4-(2-(5-amino-8-(furan-2-yl)-2-oxothiazolo[5,4-e][1,2,4]triazolo[1,5-c]pyrimidin-3(2H)-yl)ethyl)piperazin-1-yl)-3-fluoro-N-(2-((2-hydroxyethyl)amino)ethyl)benzamide